1-(4-hydroxyphenyl)-4-(4-trifluoromethoxyphenoxy)piperidine OC1=CC=C(C=C1)N1CCC(CC1)OC1=CC=C(C=C1)OC(F)(F)F